ClC1=C(C=CC=C1C(CO)(F)F)[C@@H](C)N[S@@](=O)C(C)(C)C (S)-N-[(1R)-1-[2-chloro-3-(1,1-difluoro-2-hydroxy-ethyl)phenyl]ethyl]-2-methyl-propane-2-sulfinamide